(5R)-5-ethyl-3-(6-spiro[2H-benzofuran-3,1'-cyclopropane]-4-yloxy-3-pyridinyl)imidazolidine-2,4-dione C(C)[C@@H]1C(N(C(N1)=O)C=1C=NC(=CC1)OC1=CC=CC2=C1C1(CC1)CO2)=O